Chloro{5-(ethylsulfonyl)-1-methyl-4-[7-methyl-3-(trifluoromethyl)-7H-imidazo[4,5-c]pyridazin-6-yl]-1H-imidazol-2-yl}zinc Cl[Zn]C=1N(C(=C(N1)C1=NC2=C(N=NC(=C2)C(F)(F)F)N1C)S(=O)(=O)CC)C